6-(fructosyl oxymethyl)-3-methoxy-4-nitrobenzoate OCC1([C@@H](O)[C@H](O)[C@H](O1)CO)OCC1=CC(=C(C=C1C(=O)[O-])OC)[N+](=O)[O-]